ClC1=C(C=C(C=C1)C1=CN(C(C=C1)=O)C(C)C)CC(C(=O)NC1=CC=C(C=C1)N1C=NC=C1)NC(OC(C)(C)C)=O tert-butyl N-[1-[[2-chloro-5-(1-isopropyl-6-oxo-3-pyridyl)phenyl]methyl]-2-(4-imidazol-1-ylanilino)-2-oxo-ethyl]carbamate